5-ethyl-1-aza-3,7-dioxabicyclo(3.3.0)octan C(C)C12COCN2COC1